O=C1N(C(C=C1)=O)CCC(NCCOCCOCCOCCOCCOCCOCCOCCOCCC(=O)N[C@@H](C(C)C)C(=O)N[C@@H](CCCNC(N)=O)C(=O)O)=O N-[31-(2,5-dioxo-2,5-dihydro-1H-pyrrole-1-yl)-29-oxo-4,7,10,13,16,19,22,25-octaoxa-28-azahentriacontan-1-oyl]-L-valyl-N5-carbamoyl-L-ornithine